C1(=CC=CC=C1)C=1N=C(C2=C(N1)C=NN2)NCC2=CC=C(C=C2)B(O)O 4-[([5-phenyl-1H-pyrazolo[4,3-d]pyrimidin-7-yl]amino)methyl]phenylboronic acid